[Co].[Ni].[Na] sodium-nickel-cobalt